(6-(4-fluoro-1H-pyrazol-1-yl)pyridazin-3-yl)(3-(4-((5-methyl-1H-pyrazol-3-yl)amino)-6-(trifluoromethyl)pyrimidin-2-yl)-3,8-diazabicyclo[3.2.1]octane-8-yl)methanone FC=1C=NN(C1)C1=CC=C(N=N1)C(=O)N1C2CN(CC1CC2)C2=NC(=CC(=N2)NC2=NNC(=C2)C)C(F)(F)F